8-bromo-2-methoxypyrido[3,2-d]pyrimidine BrC1=CC=NC2=C1N=C(N=C2)OC